3-(4,5,6-trifluorophenyl)-1,5-dimethyl-pyrazol-4-ol FC1=CC=C(C(=C1F)F)C1=NN(C(=C1O)C)C